C(C)OC(=O)C1=NN(C(=C(C1=O)C)C1=C(C=C(C=C1)F)F)C1=CC(=CC(=C1)OC)OC 6-(2,4-difluorophenyl)-1-(3,5-dimethoxyphenyl)-1,4-dihydro-5-methyl-4-oxo-3-pyridazinecarboxylic acid ethyl ester